FC(CCCCN1C=CC=C1)(C(C(C(C(C(C(C(F)(F)F)(F)F)(F)F)(F)F)(F)F)(F)F)(F)F)F 1-(5,5,6,6,7,7,8,8,9,9,10,10,11,11,12,12,12-heptadecafluorododecyl)-1H-pyrrole